C(C1=CC=CC=C1)[Si](OCC)(OCC)OCC Benzyltriethoxysilane